(5R)-5-(aminomethyl)pyrrolidin-2-one HCl salt Cl.NC[C@H]1CCC(N1)=O